2,3-dichloro-4-(methylsulfonyl)benzoic acid ClC1=C(C(=O)O)C=CC(=C1Cl)S(=O)(=O)C